2-(4-(2-acetyl-5-chlorophenyl)-3-methoxy-6-oxopyridazine-1(6H)-yl)-3-(p-tolyl)propanic acid C(C)(=O)C1=C(C=C(C=C1)Cl)C=1C(=NN(C(C1)=O)C(C(=O)O)CC1=CC=C(C=C1)C)OC